CC1=NNC(=C1C1=CC=C(C(=N1)OC)NC(=O)C=1C(=NOC1C)C1=CC=CC=C1)C N-[6-(3,5-dimethyl-1H-pyrazol-4-yl)-2-methoxy-3-pyridyl]-5-methyl-3-phenyl-isoxazole-4-carboxamide